C(C1=CC=CC=C1)O[C@@H](C)[C@H](CC)N (2s,3s)-2-(benzyloxy)pentan-3-amine